(1H-benzimidazol-5-ylamino)[4-(thien-3-yl)phenyl]acetonitrile N1C=NC2=C1C=CC(=C2)NC(C#N)C2=CC=C(C=C2)C2=CSC=C2